3,3-difluorocyclohexan-1-amine hydrochloride Cl.FC1(CC(CCC1)N)F